O[C@H](C)[C@@H]1[C@@H]2CC[C@@H](CN1)N2C(=O)OC(C)(C)C |&1:7| tert-butyl (1S,2S,SR)-2-((R)-1-hydroxyethyl)-3,8-diazabicyclo[3.2.1]octane-8-carboxylate